N[C@@H](CC)C(=O)NC (S)-3-amino-N-methyl-4-butanamide